methyl 2-(3-(2-(1-(3-(hydroxymethyl) cyclobutyl) piperidin-4-yl) ethoxy) isoxazol-5-yl)-3-methylbutyrate OCC1CC(C1)N1CCC(CC1)CCOC1=NOC(=C1)C(C(=O)OC)C(C)C